6-{[(1S,3S)-3-hydroxycyclopentyl]amino}-N-[(7-methoxy-1H-indol-4-yl)methyl]imidazo[1,2-a]pyridine-3-carboxamide O[C@@H]1C[C@H](CC1)NC=1C=CC=2N(C1)C(=CN2)C(=O)NCC2=C1C=CNC1=C(C=C2)OC